ClC=1C=C2C(=NC1OC)C(=C(N2C)C2=NNC(=N2)C(COC)OC)C=2C=NNC2 6-chloro-2-(5-(1,2-dimethoxy-ethyl)-1H-1,2,4-triazol-3-yl)-5-methoxy-1-methyl-3-(1H-pyrazol-4-yl)-1H-pyrrolo[3,2-b]pyridine